CC1CCC(=NC1)C1CC2(CC(C2)O)C1 6-(5-methyl-3,4,5,6-tetrahydropyridin-2-yl)Spiro[3.3]heptan-2-Ol